methyl 3-[1-(benzenesulfonyl)-5-(4-fluorophenyl)-6-isopropyl-pyrrolo[2,3-f]indazol-7-yl]-2,2-dimethyl-propanoate C1(=CC=CC=C1)S(=O)(=O)N1N=CC2=CC3=C(C=C12)C(=C(N3C3=CC=C(C=C3)F)C(C)C)CC(C(=O)OC)(C)C